2-methyl-4-(8,9,10,11-tetrahydro-3H-pyrrolo[3,2-a]phenanthridin-7-yl)phenol CC1=C(C=CC(=C1)C1=NC2=CC=C3C(=C2C=2CCCCC12)C=CN3)O